4-(4-formylphenyl)butanoic acid C(=O)C1=CC=C(C=C1)CCCC(=O)O